C(C)OC(=C)C=1C=NN(C1)C(=O)OC(C)(C)C tert-butyl 4-(1-ethoxyvinyl)-1H-pyrazole-1-carboxylate